3-n-Heptadecylcatechol C(CCCCCCCCCCCCCCCC)C1=C(C(O)=CC=C1)O